(S)-1-(2-(((2-amino-4-chlorophenyl)amino)methyl)morpholino)ethane-1-one NC1=C(C=CC(=C1)Cl)NC[C@@H]1OCCN(C1)C(C)=O